(trans)-4-({5-[N-(2-cyclopropyl-4-iodo-5-methylphenyl)but-2-ynamido]-1-methylpyrazolo[4,3-b]pyridin-3-yl}oxy)cyclohexane-1-carboxamide C1(CC1)C1=C(C=C(C(=C1)I)C)N(C(C#CC)=O)C1=CC=C2C(=N1)C(=NN2C)O[C@@H]2CC[C@H](CC2)C(=O)N